7-chloro-4-(1-(5-(((2-methoxyethyl)amino)methyl)pyrimidin-2-yl)piperidin-4-yl)-1-methyl-1,4-dihydropyrido[2,3-b]pyrazine-2,3-dione ClC1=CC2=C(N(C(C(N2C)=O)=O)C2CCN(CC2)C2=NC=C(C=N2)CNCCOC)N=C1